N[C@H](CC1=C(C2=NC(=CC(=C2O1)N(C(OC(C)(C)C)=O)CC=1SC=CC1)Cl)C1CC1)C tert-butyl N-{2-[(2S)-2-aminopropyl]-5-chloro-3-cyclopropylfuro[3,2-b]pyridin-7-yl}-N-(thiophen-2-ylmethyl)carbamate